NC1=C(C=C(C=C1)NC1=NC(=CC(=N1)CS(=O)(=O)[O-])CCC)[N+](=O)[O-] 2-((4-amino-3-nitrophenyl) amino)-6-propylpyrimidin-4-ylmethylsulfonate